2-AMINO-4-(TRIFLUOROMETHYL)PYRIMIDINE-5-CARBALDEHYDE NC1=NC=C(C(=N1)C(F)(F)F)C=O